7-(2-(4-Fluoro-3-methylphenyl)pyridin-3-yl)-N-(2-morpholinoethyl)imidazo[1,5-a]pyridine-3-carboxamide FC1=C(C=C(C=C1)C1=NC=CC=C1C1=CC=2N(C=C1)C(=NC2)C(=O)NCCN2CCOCC2)C